O1CC(C1)C1=CC=C(C=C1)C=1SC(=CN1)CNN1C(C2=CC=CC=C2C1=O)=O (((2-(4-(Oxetane-3-yl)phenyl)thiazol-5-yl)methyl)amino)isoindoline-1,3-dione